NC1=C2C=CC=NC2=CC=C1 5-aminoquinolin